O1C(CC1)CN1CCC(CC1)CC1=CC=C(C=C1)NC(OCC1=CN=CO1)=O oxazol-5-ylmethyl (4-((1-(oxetan-2-ylmethyl)piperidin-4-yl)methyl)phenyl)carbamate